(P)-7,7-dimethyl-4-(6-methyl-1H-indazol-7-yl)-2-(2-(2-propenoyl)-2,6-diazaspiro[3.4]octan-6-yl)-7,8-dihydro-5H-pyrano[4,3-b]pyridine-3-carbonitrile CC1(CC2=NC(=C(C(=C2CO1)C=1C(=CC=C2C=NNC12)C)C#N)N1CC2(CN(C2)C(C=C)=O)CC1)C